NC1=CC2=C(C(N(CC23CC3)CC(=O)OCC)=O)S1 Ethyl 2-(2'-amino-7'-oxo-5'H-spiro[cyclopropane-1,4'-thieno[2,3-c]pyridin]-6'(7'H)-yl)acetate